BrC=1C=C(C=CC1)C1=CC=C(C=C1)Cl 3-bromo-4'-chloro-1,1'-biphenyl